N,N-bisaminopropylallylamine NCCCN(CCCN)CC=C